4-(4-amino-2,3-dihydro-1H-inden-5-yl)pyridin-2(1H)-one NC1=C2CCCC2=CC=C1C1=CC(NC=C1)=O